3-Methyl-2-phospholen-1-oxid CC1=CP(CC1)=O